benzyl (2-(1-(4-nitrophenyl)azetidin-3-yl)-1,2,3,4-tetrahydroisoquinolin-6-yl)carbamate [N+](=O)([O-])C1=CC=C(C=C1)N1CC(C1)N1CC2=CC=C(C=C2CC1)NC(OCC1=CC=CC=C1)=O